2-(((R)-4-(4-((4-chloro-2-fluorobenzofuran-7-yl)methoxy)-5-fluoropyrimidin-2-yl)cyclohexan-3-en-1-yl)methyl)-3-(((S)-oxetan-2-yl)methyl)-3H-imidazo[4,5-b]pyridine-5-carboxylic acid ClC1=CC=C(C2=C1C=C(O2)F)COC2=NC(=NC=C2F)C2=CC[C@@H](CC2)CC2=NC=1C(=NC(=CC1)C(=O)O)N2C[C@H]2OCC2